CC=1C=C(C=CC1O)CC(C)(C1=CC=C(C=C1)O)C1=CC(=C(C=C1)O)C 1,2-bis(3-methyl-4-hydroxyphenyl)-2-(4-hydroxyphenyl)propane